methyl 2-(3-{[tert-butyl (dimethyl) silyl] oxy} propyl)-5-({[6-(trifluoromethyl) pyridin-2-yl] carbonyl} amino)-2H-indazole-6-carboxylate [Si](C)(C)(C(C)(C)C)OCCCN1N=C2C=C(C(=CC2=C1)NC(=O)C1=NC(=CC=C1)C(F)(F)F)C(=O)OC